C(C)(=O)N(CCC1=CC=C(C=C1)NC(CC=1N=C(SC1)N)=O)C[C@@H](C1=CC=CC=C1)O N-(4-{2-[acetyl-((2R)-2-hydroxy-2-phenyl-ethyl)-amino]-ethyl}-phenyl)-2-(2-aminothiazole-4-yl)-acetamide